ClC1=CC=C2C(=C(N3C(C2=C1Cl)=NC=N3)C(=O)NCC(=O)O)O (9,10-Dichloro-6-hydroxy-[1,2,4]triazolo[5,1-a]isoquinoline-5-carbonyl)glycine